C(CCCCCCC)OC(C(C(=O)OCCCCCCCC)(CCCCI)CC)=O 2-Ethyl-2-(4-iodobutyl)malonic acid dioctyl ester